4-(4-fluorobutoxy)-2-(4-fluorophenylvinyl)-6-hydroxybenzoate FCCCCOC1=CC(=C(C(=O)[O-])C(=C1)O)C=CC1=CC=C(C=C1)F